FC(C1(CC1)C1=CC=C(C=C1)CC(=O)N[C@H](C)C=1C=C2C=NN(C2=CC1)CC(F)(F)F)F (R)-2-(4-(1-(difluoromethyl)cyclopropyl)phenyl)-N-(1-(1-(2,2,2-trifluoroethyl)-1H-indazol-5-yl)ethyl)acetamide